ClC=1C(=CC2=CN(N=C2C1)C)\N=C\1/NC(N(C(N1CC1=C(C=C(C(=C1)F)F)F)=O)CC1=CN=NN1C(\C=C\C1=CC=C(C=C1)C(C)C)=O)=O (E)-6-((6-chloro-2-methyl-2H-indazol-5-yl)imino)-3-((1-((E)-3-(4-isopropylphenyl)acryloyl)-1H-1,2,3-triazol-5-yl)methyl)-1-(2,4,5-trifluorobenzyl)-1,3,5-triazine-2,4-dione